2-(2-(((4-fluorobenzo[d]thiazol-2-yl)methyl)carbamoyl)-2,3-dihydro-1H-inden-2-yl)acetic acid FC1=CC=CC2=C1N=C(S2)CNC(=O)C2(CC1=CC=CC=C1C2)CC(=O)O